2-benzyloxy-ethoxy(trimethyl)silane C(C1=CC=CC=C1)OCCO[Si](C)(C)C